CN(CCN(C1=C(C=C(C(=C1)OC)NC1=NC=C(C(=N1)C1=CN(C2=CC=CC=C12)C)C=1C=NC=CC1)NC(C=C)=O)C)C N-(2-((2-(Dimethylamino)ethyl)(methyl)amino)-4-methoxy-5-((4-(1-methyl-1H-indol-3-yl)-5-(pyridin-3-yl)pyrimidin-2-yl)amino)phenyl)acrylamide